2-(4-(((6-(((1,1-Difluorospiro[2.5]octan-6-yl)methyl)(ethyl)amino)-5-fluoropyrimidin-4-yl)amino)methyl)-3-hydroxypiperidin-1-yl)acetamide FC1(CC12CCC(CC2)CN(C2=C(C(=NC=N2)NCC2C(CN(CC2)CC(=O)N)O)F)CC)F